8-(5-iodo-1-methyl-6-carbonyl-1,6-dihydropyrimidin-2-yl)-2-oxa-8-azaspiro[4.5]decan-4-one IC1=CN=C(N(C1=C=O)C)N1CCC2(C(COC2)=O)CC1